NCCOCCOCCOCCC(=O)NC1=CC(=CC=C1)C1=CC2=C(C=C1OC)OCC1=C2N(N=C1C(=O)N1C(COCC1)(C)C)C1=CC(=CC(=C1)Cl)Cl 3-(2-(2-(2-aminoethoxy)ethoxy)ethoxy)-N-(3-(1-(3,5-dichlorophenyl)-3-(3,3-dimethylmorpholine-4-carbonyl)-7-methoxy-1,4-dihydrochromeno[4,3-c]pyrazol-8-yl)phenyl)propanamide